ClC=1C=2CCN(C(C2C(=C2C1OC(O2)C21CCC(CC2)(CC1)N(C)C)C)=O)CC=1C(NC(=CC1C)C)=O 9-chloro-6-((4,6-dimethyl-2-oxo-1,2-dihydropyridin-3-yl)methyl)-2-(4-(dimethylamino)bicyclo[2.2.2]octan-1-yl)-4-methyl-7,8-dihydro-[1,3]dioxolo[4,5-g]isoquinolin-5(6H)-one